C1(=CC=CC=C1)C1(C2=CC=CC=C2C=2C(=CC=CC12)OB(O)O)C1=CC=CC=C1 (9,9'-diphenyl-9H-fluoren-4-yl)boric acid